γ-Glutamylnorvaline N[C@@H](CCC(=O)N[C@@H](CCC)C(=O)O)C(=O)O